O1C=CC2=C1C=C(C=C2)C(=O)N2CC1=CC(=C(C(=C1CC2)Cl)C(=O)N[C@H](C(=O)OCCCO)CC2=CC(=CC=C2)S(=O)(=O)C)Cl 3-Hydroxypropyl (S)-2-(2-(benzofuran-6-carbonyl)-5,7-dichloro-1,2,3,4-tetrahydroisoquinoline-6-carboxamido)-3-(3-(methylsulfonyl)phenyl)propanoate